CN1[C@@H]2CN([C@H](C1)C2)C2=CN=CC(=N2)NC2=CC1=C(C=N2)SC(=N1)C=1OC=CN1 6-[(1S,4S)-5-Methyl-2,5-diazabicyclo[2.2.1]heptan-2-yl]-N-[2-(1,3-oxazol-2-yl)-[1,3]thiazolo[5,4-c]pyridin-6-yl]pyrazin-2-amine